N-((2S)-1-(2-(3-amino-3-oxopropyl)-2-(2-chloro-2-fluoroacetyl)hydrazino)-3-(bicyclo[1.1.1]pentan-1-yl)-1-oxopropan-2-yl)-1H-benzo[d]imidazole-2-carboxamide NC(CCN(NC([C@H](CC12CC(C1)C2)NC(=O)C2=NC1=C(N2)C=CC=C1)=O)C(C(F)Cl)=O)=O